3-[(3s)-6-[2-cyano-3-[[ethyl(methyl)sulfamoyl]amino]-6-fluoro-phenoxy]-5-fluoro-4-oxo-quinazolin-3-yl]-1-oxa-8-azaspiro[4.5]decane C(#N)C1=C(OC=2C(=C3C(N(C=NC3=CC2)C2COC3(C2)CCNCC3)=O)F)C(=CC=C1NS(N(C)CC)(=O)=O)F